(R,S)-3-Hydroxy-1-methyl-3-(1-(6-(2-((1-methyl-1H-pyrazol-3-yl)amino)pyrimidin-4-yl)pyridin-2-yl)-1H-imidazol-4-yl)pyrrolidin-2-one O[C@@]1(C(N(CC1)C)=O)C=1N=CN(C1)C1=NC(=CC=C1)C1=NC(=NC=C1)NC1=NN(C=C1)C